C(C)OC=1C=C(C=CC1C=1NC(C2=C(N1)NN=N2)=O)C2=CC(=C(C=C2)OC)CC(C(=O)O)C 3-(3'-ethoxy-4-methoxy-4'-(7-oxo-6,7-dihydro-3H-[1,2,3]triazolo[4,5-d]pyrimidin-5-yl)-[1,1'-biphenyl]-3-yl)-2-methylpropanoic acid